P(=O)(O)(O)OC[C@H](N)C(=O)O Anti-Phosphoserine